C(#N)C=1C=C2C(=NC1)N(N=C2)C2=NC=C(C(=C2)NC2CN(C2)C(=O)OC)C(NC[C@H](C(C)(C)O)F)=O (R)-methyl 3-((2-(5-cyano-1H-pyrazolo[3,4-b]pyridin-1-yl)-5-((2-fluoro-3-hydroxy-3-methylbutyl)carbamoyl)pyridin-4-yl)amino)azetidine-1-carboxylate